(oxetan-3-ylmethyl)-1H-imidazole-4-carboxylic acid ethyl ester C(C)OC(=O)C=1N=CN(C1)CC1COC1